C(C)S(=O)(=O)C1=CC=C(CNC(=O)C2=CC=3NC4=CC=C(C=C4SC3C=C2)C2=CC=CC=C2)C=C1 N-(4-(ethylsulfonyl)benzyl)-7-phenyl-10H-phenothiazine-2-carboxamide